(R)-1-cyclobutyl-3-(5-(5-(difluoromethyl)-1,2,4-oxadiazol-3-yl)-2,3-dihydro-1H-inden-1-yl)urea C1(CCC1)NC(=O)N[C@@H]1CCC2=CC(=CC=C12)C1=NOC(=N1)C(F)F